N-{4-methyl-3-[5-(morpholin-4-yl)-6-[2-(trimethylsilyl)ethynyl]pyridin-3-yl]phenyl}-2-(trifluoromethyl)pyridine-4-carboxamide CC1=C(C=C(C=C1)NC(=O)C1=CC(=NC=C1)C(F)(F)F)C=1C=NC(=C(C1)N1CCOCC1)C#C[Si](C)(C)C